NC1=C2C(=NC=N1)N(N=C2C2=CC=C(CNC(C1=C(C=CC(=C1)F)OC)=O)C=C2)CC=O N-(4-(4-amino-1-(2-oxoethyl)-1H-pyrazolo[3,4-d]pyrimidin-3-yl)benzyl)-5-fluoro-2-methoxybenzamide